(S)-quinuclidin-3-yl ((R)-6-ethoxy-2,2-dimethyl-5-(4-propoxyphenyl)-2,3-dihydro-1H-inden-1-yl)carbamate C(C)OC1=C(C=C2CC([C@H](C2=C1)NC(O[C@@H]1CN2CCC1CC2)=O)(C)C)C2=CC=C(C=C2)OCCC